C(CCCCCCCCCCC)(=O)OCCCCCCCCCCCCC n-tridecyl laurate